2-chloro-4-[[4-[[(1S)-2-hydroxy-1-phenyl-ethyl]amino]-5-(3-isopropyl-1,2,4-oxadiazol-5-yl)pyrimidin-2-yl]amino]benzamide ClC1=C(C(=O)N)C=CC(=C1)NC1=NC=C(C(=N1)N[C@H](CO)C1=CC=CC=C1)C1=NC(=NO1)C(C)C